N-(5-vinyl-2,4-difluorophenyl)but-3-enamide C(=C)C=1C(=CC(=C(C1)NC(CC=C)=O)F)F